(Z)-tetracosan-15-en-1-yl acetate C(C)(=O)OCCCCCCCCCCCCCC\C=C/CCCCCCCC